C1(CC1)C=1SC(=C(N1)C1=CC=CC=C1)OC1=CC(=NC=C1)NC1=CC(=NC=C1)C(C)(C)O 2-(4-((4-((2-Cyclopropyl-4-phenylthiazol-5-yl)oxy)pyridin-2-yl)amino)pyridin-2-yl)propan-2-ol